spiro(4.4)nonane C1CCCC12CCCC2